NC1=NC=CC=C1C1=NC=2C(=NC=C(C2)C(=O)OC)N1C1=CC=C(C=C1)CNC(=O)OC(C)(C)C methyl 2-(2-amino-3-pyridyl)-3-[4-[(tert-butoxycarbonylamino)methyl]phenyl]imidazo[4,5-b]pyridine-6-carboxylate